C(CCC)C1C(=NN(C1(C(=O)NCC1=CC=C(C=C1)N(C)C)C)C1=CC=CC=C1)C1=CC=C(C=C1)F 4-butyl-N-(4-(dimethylamino)benzyl)-3-(4-fluorophenyl)-5-methyl-1-phenyl-4,5-dihydro-1H-pyrazole-5-carboxamide